(1R,3R,5R)-N-((R)-(4-chloro-2,5-difluorophenyl)(cyclopropyl)methyl)-2-((2-(methylsulfonyl)-4-pyridinyl)carbonyl)-2-azabicyclo[3.1.0]hexane-3-carboxamide ClC1=CC(=C(C=C1F)[C@H](NC(=O)[C@@H]1N([C@@H]2C[C@@H]2C1)C(=O)C1=CC(=NC=C1)S(=O)(=O)C)C1CC1)F